tert-butyl 3-[(4-methylbenzenesulfonyl)oxy]pyrrolidine-1-carboxylate CC1=CC=C(C=C1)S(=O)(=O)OC1CN(CC1)C(=O)OC(C)(C)C